NC=1C=C(C=CC1C1=CC(=NN1C)C(F)(F)F)NC(=O)C=1OC2=C(N1)C=CC=C2 N-(3-amino-4-(1-methyl-3-(trifluoromethyl)-1H-pyrazol-5-yl)phenyl)benzo[d]oxazole-2-carboxamide